N1=C2N(C=C1C=1C=C(C=NC1OC1=CC=C(C=C1)C(F)(F)F)S(=O)(=O)NC)CCC2 5-(6,7-dihydro-5H-pyrrolo[1,2-a]imidazol-2-yl)-N-methyl-6-[4-(trifluoromethyl)phenoxy]pyridine-3-sulfonamide